CC1(CCCCC1)OC(=O)COC(=O)C1C2C=CC(C1)C2 5-(1-methylcyclohexyloxycarbonyl-methyloxycarbonyl)-bicyclo[2.2.1]Hept-2-ene